C(C1=CC=CC=C1)(=O)OCCOCCOC(C1=CC=CC=C1)=O 2-(2-benzoyloxyethoxy)ethyl benzoate